NC1=C(C(=O)NC2CC(CCC2)O)C=C(N=C1I)Cl 3-amino-6-chloro-N-(3-hydroxycyclohexyl)-2-iodoisonicotinamide